(S)-(11-(aminomethyl)-4-ethyl-8-fluoro-4-hydroxy-3,14-dioxo-3,4,12,14-tetrahydro-1H-pyrano[3',4':6,7]indolizino[1,2-b]quinolin-9-yl)carbamic acid tert-butyl ester C(C)(C)(C)OC(NC1=CC=2C(=C3C(=NC2C=C1F)C1=CC2=C(C(N1C3)=O)COC([C@]2(O)CC)=O)CN)=O